5-(3-((4-(5-chloro-2-fluorophenyl)piperazin-1-yl)methyl)piperidin-1-yl)-2-(furan-2-yl)-[1,2,4]triazolo[1,5-a][1,3,5]triazine-7-amine ClC=1C=CC(=C(C1)N1CCN(CC1)CC1CN(CCC1)C1=NC=2N(C(=N1)N)N=C(N2)C=2OC=CC2)F